2-{2-[4-(Tert-Butoxycarbonyl)piperazin-1-yl]ethyl}-8-methyl-4,5-dihydro-2H-furo[2,3-g]indazole-7-carboxylic acid ethyl ester C(C)OC(=O)C1=C(C2=C(CCC3=CN(N=C23)CCN2CCN(CC2)C(=O)OC(C)(C)C)O1)C